OC=1C(=CC2=C(N=C(S2)CNC(OC(C)(C)C)=O)C1)OC tert-Butyl ((5-hydroxy-6-methoxybenzo[d]thiazol-2-yl)methyl)carbamate